3-hydroxy-8-chloro-5,5-dimethyl-silafluorene OC=1C=[SiH]C2=CC3=C(C=CC(C3=C2C1)(C)C)Cl